tert-butyl [(1R,2R)-2-(3-chloro-4-methyl-6,7-dihydropyrido[2,3-c]pyridazin-8(5H)-yl)cyclohexyl]carbamate ClC1=C(C2=C(N=N1)N(CCC2)[C@H]2[C@@H](CCCC2)NC(OC(C)(C)C)=O)C